S1C(=CC=C1)C1SCC1 thienyl-(thietane)